C(C)C1=C(NC2=CC=C(C=C12)C1CCNCC1)C1=C2C(=NC=C1)NC=N2 7-(3-ethyl-5-(piperidin-4-yl)-1H-indol-2-yl)-3H-imidazo[4,5-b]pyridine